4-(5-(4-(3-cyanopropyl)phenyl)-8-oxo-6-thioxo-5,7-diazaspiro[3.4]Oct-7-yl)-2-(trifluoromethyl)benzonitrile C(#N)CCCC1=CC=C(C=C1)N1C2(CCC2)C(N(C1=S)C1=CC(=C(C#N)C=C1)C(F)(F)F)=O